FC1=C(C=C(C=C1F)F)NN=C(C(=O)O)CC methyl-pyruvic acid-2,3,5-trifluoro-phenylhydrazone